CC(CCCCC(=O)O)CCCCCCCC(CC)C 6,14-dimethyl-hexadecanoic acid